ClC(=C(F)Cl)F 1,2-dichloro-1,2-difluoroethene